2-[4-(4-chlorophenyl)-5-(pyridin-4-yl)-1H-imidazol-1-yl]-1-{4-methyl-1-oxa-4,9-diazaspiro[5.5]undecan-9-yl}ethan-1-one ClC1=CC=C(C=C1)C=1N=CN(C1C1=CC=NC=C1)CC(=O)N1CCC2(CN(CCO2)C)CC1